3-(5-((7-(((1s,3s)-adamantan-1-yl)amino)heptyl)oxy)-4-oxo-2-(trifluoromethyl)quinazoline-3(4H)-yl)piperidine-2,6-dione C12(CC3CC(CC(C1)C3)C2)NCCCCCCCOC2=C3C(N(C(=NC3=CC=C2)C(F)(F)F)C2C(NC(CC2)=O)=O)=O